(S)-1-(4-(1-((4-acetylmorpholin-2-yl)methyl)-5-chloro-7-fluoro-1H-benzo[d]imidazole-2-yl)-3,5-difluorophenyl)pyrrolidin-2-one C(C)(=O)N1C[C@@H](OCC1)CN1C(=NC2=C1C(=CC(=C2)Cl)F)C2=C(C=C(C=C2F)N2C(CCC2)=O)F